glucuronosyl-disulfoglucosamine C([C@@H]1[C@H]([C@@H]([C@H](C(O1)(C2[C@@H]([C@H]([C@@H]([C@H](O2)C(=O)O)O)O)O)O)N(S(=O)(=O)O)S(=O)(=O)O)O)O)O